diphenyl-(4-tert-butylphenyl)sulfonium 10-camphorsulfonate C12(C(=O)CC(CC1)C2(C)C)CS(=O)(=O)[O-].C2(=CC=CC=C2)[S+](C2=CC=C(C=C2)C(C)(C)C)C2=CC=CC=C2